CC1(OB(OC1(C)C)C=1N(C=CC1)C(=O)OC(C)(C)C)C tert-butyl 2-(4,4,5,5-tetramethyl-1,3,2-dioxaborolan-2-yl)pyrrole-1-carboxylate